F[C@@H]1C[C@H](N([C@H]1C)C(CC1=CN=NN1)=O)C(=O)N[C@@H](C1=CC=CC=C1)C1=CC(=C(C=C1)C(C)C)F (2S,4R,5S)-4-fluoro-N-[(S)-[3-fluoro-4-(propan-2-yl)phenyl](phenyl)methyl]-5-methyl-1-[2-(1H-1,2,3-triazol-5-yl)acetyl]pyrrolidine-2-carboxamide